cis-2-(((cis-4-(2,3-difluorophenyl)cyclohexyl)oxy)-methyl)-N-ethyl-3-((methylsulfonyl)amino)piperidine-1-carboxamide FC1=C(C=CC=C1F)[C@H]1CC[C@H](CC1)OC[C@@H]1N(CCC[C@@H]1NS(=O)(=O)C)C(=O)NCC